C(CCCC(=O)OCCOCCCC)(=O)OCCOCCCC bis(2-butoxyethyl) glutarate